COC(=O)C1NC(CC1)C(=O)OC pyrrolidine-2,5-dicarboxylic acid dimethyl ester